1-(3-(2-chloro-5-fluoropyrimidin-4-yl)phenyl)piperidin-2-one ClC1=NC=C(C(=N1)C=1C=C(C=CC1)N1C(CCCC1)=O)F